C(C=C)C1C(N(C1)C1(C2=CC=CC=C2C=2C=CC=CC12)C1=CC=CC=C1)C(=O)OC(C)(C)C tert-butyl 3-allyl-(9-phenyl-9H-fluoren-9-yl)azetidine-2-carboxylate